C1(=CC=CC=C1)C1(CCOCC1)C(=O)NC(C(=O)O)CC 2-(4-phenyltetrahydro-2H-pyran-4-carboxamido)butanoic acid